5-(5-(4-((5-cyclopropyl-3-(2,6-dichlorophenyl)isoxazol-4-yl)methoxy)piperidin-1-yl)pyridin-2-yl)-1,3,4-oxadiazol-2(3H)-one C1(CC1)C1=C(C(=NO1)C1=C(C=CC=C1Cl)Cl)COC1CCN(CC1)C=1C=CC(=NC1)C1=NNC(O1)=O